C(CCCCCCC)[Si](OC)(OC)OC octyl-trimethyloxysilane